S1C=NC2=C1C=CC(=C2)C(C=C)=O (benzo[d]thiazol-5-yl)prop-2-en-1-one